FC(=CC1=CC=C(C=C1)C#N)F 1-(2,2-difluorovinyl)-4-cyanobenzene